N1C=NC=C1C1=C(N=C2N1C=C(C=N2)C2OCCC2)C2=NC(=NN2)C(F)(F)F 5-[3-(1H-imidazol-5-yl)-6-(oxolan-2-yl)imidazo[1,2-a]pyrimidin-2-yl]-3-(trifluoromethyl)-1H-1,2,4-triazole